CC1(CCN(CC1)C=1OC2=C(C=C(C=C2C(C1C)=O)C)C(C)NC1=CSC=C1B1OC(C(O1)(C)C)(C)C)C 2-(4,4-dimethylpiperidin-1-yl)-3,6-dimethyl-8-(1-((4-(4,4,5,5-tetramethyl-1,3,2-dioxaborolan-2-yl)thiophen-3-yl)amino)ethyl)-4H-chromen-4-one